methyl (2R,4R)-4-((6-bromo-3-fluoropyridin-2-yl) methyl)-2-methylpiperidine-4-carboxylate trifluoroacetate FC(C(=O)O)(F)F.BrC1=CC=C(C(=N1)C[C@@]1(C[C@H](NCC1)C)C(=O)OC)F